(S)-quinuclidin-3-yl-2-(3-(4-fluorophenyl)isothiazol-5-yl)propan-2-ylcarbamate N12C[C@H](C(CC1)CC2)OC(NC(C)(C)C2=CC(=NS2)C2=CC=C(C=C2)F)=O